OC1(CCN(CC1)C(C[C@@H](C)C1=CC=CC=C1)=O)CN1C=NC=2C(C1=O)=NN(C2C2=CC=NC=C2)C (R)-6-((4-Hydroxy-1-(3-phenylbutanoyl)piperidin-4-yl)methyl)-2-methyl-3-(pyridin-4-yl)-2H-pyrazolo[4,3-d]pyrimidin-7(6H)-one